C(C)C(CCCCCCCN)N ethyl-1,8-octanediamine